3-methyl-1H-pyrazole-4-carboxamide CC1=NNC=C1C(=O)N